NC1=CC(=C2C(=N1)C(N(C2C2=C(C=CC(=C2)F)Cl)CC2=CC=C(C=C2)OC)=O)Cl 2-amino-4-chloro-5-(2-chloro-5-fluorophenyl)-6-[(4-methoxyphenyl)methyl]-6,7-dihydro-5H-pyrrolo[4,3-b]pyridin-7-one